(S,E)-2-(1-(1H-Benzo[d]imidazol-6-carbonyl)pyrrolidin-2-yl)-N-((1,2,3,5,6,7-hexahydro-s-indacen-4-yl)carbamoyl)ethen-1-sulfonamid N1C=NC2=C1C=C(C=C2)C(=O)N2[C@@H](CCC2)/C=C/S(=O)(=O)NC(NC2=C1CCCC1=CC=1CCCC21)=O